(2,4-dimethoxyphenyl)-methylamine COC1=C(C=CC(=C1)OC)NC